tert-Butyl 3-(3-(3-aminopropoxy)propoxy)propanoate NCCCOCCCOCCC(=O)OC(C)(C)C